6-bromobenzo[b]thiophene-3-carbonitrile BrC=1C=CC2=C(SC=C2C#N)C1